Benzyl ((trans-4-(2-cyano-3-nitrophenoxy)cyclohexyl)methyl)carbamate C(#N)C1=C(O[C@@H]2CC[C@H](CC2)CNC(OCC2=CC=CC=C2)=O)C=CC=C1[N+](=O)[O-]